3-(ETHYLAMINO)-2-METHYLPROPANOIC ACID C(C)NCC(C(=O)O)C